FC1=C(C(=CC=C1)C)N1CCC(CC1)C1=CC=2C(=NC(=CN2)OC)N(C1=O)CC1=C(C=CC=C1)C(F)(F)F 7-(1-(2-Fluoro-6-methylphenyl)piperidin-4-yl)-3-methoxy-5-(2-(trifluoromethyl)benzyl)pyrido[2,3-b]pyrazin-6(5H)-one